C(CCCCCC)SC(=O)N(C(CCCCCCCCC(=O)OCC(CCCCCC)CCCC)CCCCCCCCC(=O)OCC(CCCCCC)CCCC)CC1CCN(CC1)CCO bis(2-butyloctyl) 10-[heptylsulfanylcarbonyl-[[1-(2-hydroxyethyl)-4-piperidyl]methyl]amino]nonadecanedioate